ClC1=C(N=C(N=N1)N[C@H]1[C@@H](CCCC1)O)C (1R,2R)-2-[(6-chloro-5-methyl-1,2,4-triazin-3-yl)amino]Cyclohexan-1-ol